C(C)OC([C@@](N)(CC(C)C)NCC1=CC=C(C=C1)CCCC)=O 2-((4-n-Butylbenzyl)amino)leucine ethyl ester